6-[[(2R)-2-methylmorpholin-4-yl]methyl]-2H,3H-pyrrolo[3,4-c]pyridin-1-one C[C@@H]1CN(CCO1)CC1=CC2=C(C=N1)CNC2=O